tris[1-(2-methyl)aziridinyl]phosphine oxide CC1CN1P(=O)(N2CC2C)N3CC3C